C1(CC1)C=1C=CC(=C(C1)O)C1=C(C2=C(N=N1)N(CC2)[C@H]2CN(CCC2)C)C2CC2 5-cyclopropyl-2-[4-cyclopropyl-7-[(3R)-1-methyl-3-piperidyl]-5,6-dihydropyrrolo[2,3-c]pyridazin-3-yl]phenol